4-(2-((3-chloro-1-methyl-1H-pyrazol-5-yl)sulfonyl)propan-2-yl)-N-(isoxazol-3-yl)piperidine-1-carboxamide ClC1=NN(C(=C1)S(=O)(=O)C(C)(C)C1CCN(CC1)C(=O)NC1=NOC=C1)C